anti-dithionic acid S(=O)(=O)(O)S(=O)(=O)O